1-Methyl-4-(2-(4-nitrophenoxy)ethyl)piperazin-2-one CN1C(CN(CC1)CCOC1=CC=C(C=C1)[N+](=O)[O-])=O